(S)-1-(3-bromophenyl)piperidin-3-ol BrC=1C=C(C=CC1)N1C[C@H](CCC1)O